N-((1s,2r)-2-(4-chlorophenyl)cyclopropyl)-4-(trifluoromethoxy)benzenesulfonamide ClC1=CC=C(C=C1)[C@@H]1[C@H](C1)NS(=O)(=O)C1=CC=C(C=C1)OC(F)(F)F